C(C)(C)(C)OC(=O)N1C[C@H]([C@@H](C1)OC)NC1=C(C=CC(=C1)C(=O)OC)N (3R,4R)-3-((2-amino-5-(methoxycarbonyl)phenyl)amino)-4-methoxypyrrolidine-1-carboxylic acid tert-butyl ester